C(C)N1CCN(CC1)C1=CC=C(C=C1)C1=CC=2C(=NC=C3C2N(C(N3C)=O)C3=NC=CC=C3)N1 7-(4-(4-Ethylpiperazin-1-yl)phenyl)-3-methyl-1-(pyridin-2-yl)-3,6-dihydroimidazo[4,5-d]pyrrolo[2,3-b]pyridin-2(1H)-on